C(C)(=O)C1=NN(C2=CC=C(C=C12)C=1C=NC(=NC1)C)CC(=O)N1[C@@H]([C@@H]([C@H](C1)F)N=[N+]=[N-])C(=O)NC1=NC(=CC=C1)Br (2S,3S,4S)-1-(2-(3-acetyl-5-(2-methylpyrimidin-5-yl)-1H-indazol-1-yl)acetyl)-3-azido-N-(6-bromopyridin-2-yl)-4-fluoropyrrolidine-2-carboxamide